Amidophosphonate P([O-])(=O)N